FC=1C=C(C=CC1)[C@@H]1N(CCC1)C=1C=CC=2N(N1)C(=CN2)C2=CC=CC(=N2)N2CCN(CC2)CCNC2=C1CC(N(C1=CC=C2)C2C(NC(CC2)=O)=O)=O 3-(4-((2-(4-(6-(6-((R)-2-(3-Fluorophenyl)pyrrolidin-1-yl)imidazo[1,2-b]pyridazin-3-yl)pyridin-2-yl)piperazin-1-yl)ethyl)amino)-2-oxoindolin-1-yl)piperidine-2,6-dione